7-methyl-2-(naphthalen-2-yl)imidazo[1,2-a]pyridine CC1=CC=2N(C=C1)C=C(N2)C2=CC1=CC=CC=C1C=C2